CN(/N=N/C1=C(N=CN1)C(=O)N)CCOC(F)(F)F (E)-5-(3-methyl-3-(2-(trifluoromethoxy)ethyl)triaz-1-en-1-yl)-1H-imidazole-4-carboxamide